ClC=1SC(=CN1)CC 2-chloro-5-ethyl-1,3-thiazole